methyl 3-(((R)-3-butyl-2-methyl-7-(methylthio)-1,1-dioxido-5-phenyl-2,3,4,5-tetrahydro-1,2,5-benzothiadiazepin-8-yl)oxy)-2-hydroxypropanoate C(CCC)[C@H]1N(S(C2=C(N(C1)C1=CC=CC=C1)C=C(C(=C2)OCC(C(=O)OC)O)SC)(=O)=O)C